ClC=1C=C(C=NC1N1N=CC=N1)NC(=O)[C@H]1CC(C2=C1C=NC=1N2N=C(C1)F)(C)C (S)-N-(5-chloro-6-(2H-1,2,3-triazol-2-yl)pyridin-3-yl)-2-fluoro-8,8-dimethyl-7,8-dihydro-6H-cyclopenta[e]pyrazolo[1,5-a]pyrimidine-6-carboxamide